ethyl 2-[(2'-amino-5'-chloro-3'-fluoro [1,1'-biphenyl]-4-yl) oxy]-2-methylpropionate NC1=C(C=C(C=C1F)Cl)C1=CC=C(C=C1)OC(C(=O)OCC)(C)C